OC[C@H]1N(CCC1)C(=O)OC(C)(C)C tert-butyl (2S)-2-(hydroxylmethyl)pyrrolidine-1-carboxylate